[Ir+3].[Cl-].[Cl-].[Cl-] chloride iridium (III)